Cl.Cl.C(#C)C1=NN(C(=C1C(=O)N)NC)[C@@H]1CNCC1 3-ethynyl-5-(methylamino)-1-[(3S)-pyrrolidin-3-yl]pyrazole-4-carboxamide dihydrochloride